CC=1C=C(C=CC1)N1CCN(CC1)CC[C@H]1CC(C(N1)=O)(CC)CC (R)-5-(2-(4-(3-methylphenyl)piperazin-1-yl)ethyl)-3,3-diethylpyrrolidin-2-one